CN(C1=CC=C(C=C1)N1CCC1)C 1-(4-(dimethylamino)phenyl)azetidine